ClC=1C(=CC2=C([C@@H](C[C@@H](O2)C(=O)NC23CC(C2)(C3)N3N=CC(=C3)CCCOC(F)(F)F)O)C1)F (2R,4R)-6-chloro-7-fluoro-4-hydroxy-N-(3-{4-[3-(trifluoromethoxy)propyl]-1H-pyrazol-1-yl}bicyclo[1.1.1]pentan-1-yl)-3,4-dihydro-2H-1-benzopyran-2-carboxamide